FC(C=1C(=NC(=NC1)NC=1C(=NN(C1)C1CN(CC1)C)C)NCCCN1CCN(CCC1=O)C)F 4-(3-((5-(Difluoromethyl)-2-((3-methyl-1-(1-methylpyrrolidin-3-yl)-1H-pyrazol-4-yl)amino)pyrimidin-4-yl)amino)propyl)-1-methyl-1,4-diazepan-5-on